2-fluorooctanoic acid FC(C(=O)O)CCCCCC